N1=CC=C(C=C1)CNC([O-])=O N-(pyridin-4-ylmethyl)carbamate